C(C)(=O)OC1=C(N)C=CC(=C1)O 2-acetoxy-4-hydroxy-aniline